FC(C1=CC=C2C(=CNC2=C1N1N=CC=C1)S(=O)(=O)NC1=NC(=C(C(=N1)OC)OCCF)OC)F 6-(difluoromethyl)-N-[5-(2-fluoroethoxy)-4,6-dimethoxy-pyrimidin-2-yl]-7-pyrazol-1-yl-1H-indole-3-sulfonamide